5-[bis(2-ethylhexyloxy)phosphoryl]pentanoic acid C(C)C(COP(=O)(OCC(CCCC)CC)CCCCC(=O)O)CCCC